5-(trifluoromethyl)isoindoline hydrochloride Cl.FC(C=1C=C2CNCC2=CC1)(F)F